6,6-difluoro-2-aza-spiro[3.3]heptane trifluoroacetate FC(C(=O)O)(F)F.FC1(CC2(CNC2)C1)F